CC(C(=O)O)CCCl 2-methyl-4-chlorobutanoic acid